(S)-(1-methylpyrrolidin-3-yl)(piperazin-1-yl)methanone TFA salt OC(=O)C(F)(F)F.CN1C[C@H](CC1)C(=O)N1CCNCC1